dimethoxyphenyl-acetophenone hexyl-methyl-acrylate C(CCCCC)C=C(C(=O)O)C.COC(C(=O)C1=CC=CC=C1)(C1=CC=CC=C1)OC